FC=1C=C(C=C(C1)F)[C@@H]1CC[C@H]2OC3(C(N21)=O)CCN(CC3)C(=O)C=3OC=CC3 (5'S,7a'R)-5'-(3,5-difluoro-phenyl)-1-(furan-2-carbonyl)tetrahydro-3'H-spiro-[piperidine-4,2'-pyrrolo-[2,1-b]oxazol]-3'-one